C(C)C(C(O)C)CCC 2-ethyl-methyl-pentanol